CC1=C2NC=3C(=CC=C(C3C(C2=CC=C1)=O)NCCCCCC(=O)O)[N+](=O)[O-] 6-((5-methyl-4-nitro-9-oxo-9,10-dihydro-acridine-1-yl)amino)caproic acid